N-(4-methyl-5-(2-oxoindolin-5-yl)pyridin-2-yl)propionamide CC1=CC(=NC=C1C=1C=C2CC(NC2=CC1)=O)NC(CC)=O